4,4,5,5-tetramethyl-2-(3-methylbenzo[b]thiophen-2-yl)-1,3,2-dioxaborolane CC1(OB(OC1(C)C)C1=C(C2=C(S1)C=CC=C2)C)C